CC=1C(=C2C=CN(C2=C(C1)C)C(=O)OC(C)(C)C)C[C@H]1[C@@H](CN(CC1)C)C=1C=NN(C1)C tert-butyl 5,7-dimethyl-4-(((3R,4R)-1-methyl-3-(1-methyl-1H-pyrazol-4-yl)piperidin-4-yl)methyl)-1H-indole-1-carboxylate